C1(=CC(=CC(=C1)C(=O)OCCCNC(=O)OC(C)(C)C)C(=O)OCCCNC(=O)OC(C)(C)C)C(=O)OCCCNC(=O)OC(C)(C)C tris[3-(tert-butoxycarbonylamino)propyl] benzene-1,3,5-tricarboxylate